N4-(5-cyclopropyl-1H-pyrazol-3-yl)-N2-(2-(2-(2-methoxyethoxy)ethyl)-2-azaspiro[3.3]hept-6-yl)-N2-methylpyrimidine-2,4-diamine C1(CC1)C1=CC(=NN1)NC1=NC(=NC=C1)N(C)C1CC2(CN(C2)CCOCCOC)C1